1-(2,5-dioxo-2,5-dihydro-1H-pyrrol-1-yl)-3,6,9,12,15,18,21,24,27,30-decaoxatriacontan O=C1N(C(C=C1)=O)CCOCCOCCOCCOCCOCCOCCOCCOCCOCCO